1,5-Pentandi-ol C(CCCCO)O